NC1=CC=C(C=C1)CCC#N 3-(p-aminophenyl)propionitrile